C(C)OC(=O)C=1NC=CC1N(CC=C)CC=C 3-(diallylamino)-1H-pyrrole-2-carboxylic acid ethyl ester